3-(4-(9-hydroxy-3-azaspiro[5.5]undecan-3-yl)-3-methyl-2-oxo-2,3-dihydro-1H-benzo[d]imidazol-1-yl)-1-(4-methoxybenzyl)piperidine-2,6-dione OC1CCC2(CCN(CC2)C2=CC=CC=3N(C(N(C32)C)=O)C3C(N(C(CC3)=O)CC3=CC=C(C=C3)OC)=O)CC1